2-[(3R)-3-methylmorpholin-4-yl]-8-[1-(tetrahydro-2H-pyran-2-yl)-1H-pyrazol-5-yl]-1,7-naphthyridine-4-carbohydrazide C[C@H]1N(CCOC1)C1=NC2=C(N=CC=C2C(=C1)C(=O)NN)C1=CC=NN1C1OCCCC1